3-(Biphenyl-4-yloxy)-azetidine-1-carboxylic acid (3-fluoro-phenyl)-amide FC=1C=C(C=CC1)NC(=O)N1CC(C1)OC1=CC=C(C=C1)C1=CC=CC=C1